C1(CCCCC1)CC(C)NCC1=C(OCC2=C(C=CC=C2)S(=O)(=O)NC2CC(C2)C(=O)OC)C=CC=C1 methyl (1r,3r)-3-((2-((2-(((1-cyclohexylpropan-2-yl)amino)methyl)phenoxy)methyl)phenyl)sulfonamido)cyclobutane-1-carboxylate